C1(CC1)C(=O)NC=1N=C2N(N=C(C=C2)C=2C=C(C(=NC2)OC)NC(=O)N2OCC[C@H]2C2=CC=CC=C2)C1 (S)-N-(5-(2-(cyclopropanecarboxamido)imidazo[1,2-b]pyridazin-6-yl)-2-methoxypyridin-3-yl)-3-phenylisoxazolidine-2-carboxamide